FC(C(=O)N(NCC1=NC=C(C=C1)C(F)(F)F)C)(C)F 2,2-difluoro-N-methyl-N'-[[5-(trifluoromethyl)-2-pyridyl]methyl]propanehydrazide